ClC1=CC=C2C(C(NC2=C1F)=O)(C1=CC=C(C=C1)O)C1=CC2=C(OC(O2)(F)F)C=C1 6-chloro-3-(2,2-difluorobenzo[d][1,3]dioxol-5-yl)-7-fluoro-3-(4-hydroxyphenyl)indol-2-one